4-(5-(3-methoxy-4-phenyl-1H-pyrazol-1-yl)-2-vinylpyrazolo[1,5-a]pyrimidin-7-yl)morpholine COC1=NN(C=C1C1=CC=CC=C1)C1=NC=2N(C(=C1)N1CCOCC1)N=C(C2)C=C